ClC1=CC=C(C=C1)C1=CC=2C3=C(C=NC2C=C1)N(C(N3C3=CC(=CC=C3)S(=O)(=O)C)=N)C 8-(4-Chlorophenyl)-3-methyl-1-(3-(methylsulfonyl)phenyl)-1,3-dihydro-2H-imidazo[4,5-c]quinolin-2-imine